2-((4-(6-((6-Cyano-4-fluoropyridin-3-yl)methoxy)pyridin-2-yl)piperidin-1-yl)methyl)-4-(difluoromethoxy)-1-methyl-1H-benzo[d]imidazole C(#N)C1=CC(=C(C=N1)COC1=CC=CC(=N1)C1CCN(CC1)CC1=NC2=C(N1C)C=CC=C2OC(F)F)F